tert-butyl 5-((diphenoxyphosphoryl) oxy)-2,3-dihydro-4H-1,4-oxazine-4-carboxylate O(C1=CC=CC=C1)P(=O)(OC1=CC=CC=C1)OC=1N(CCOC1)C(=O)OC(C)(C)C